FC=1C(=CC=2C3=C(NC(C2C1)=O)COC[C@@H]3N(C(C3=CC(=CC=C3)OC3=CC=C(C=C3)F)=O)C)F (R)-N-(8,9-difluoro-6-oxo-1,4,5,6-tetrahydro-2H-pyrano[3,4-c]isoquinolin-1-yl)-3-(4-fluorophenoxy)-N-methylbenzamide